3-chloro-5-(5-(1-cyclopentylpiperidin-4-yl)-3-isopropyl-1H-indol-2-yl)-1,4-dimethylpyridin-2(1H)-one ClC=1C(N(C=C(C1C)C=1NC2=CC=C(C=C2C1C(C)C)C1CCN(CC1)C1CCCC1)C)=O